NC=1N=CN(C(C1C(=O)NC=1C=NC=C(C1)[C@H]1NCCOC1)=O)C1=C(C=C(C=C1Cl)OC)Cl (R)-4-amino-1-(2,6-dichloro-4-methoxyphenyl)-N-(5-(morpholin-3-yl)pyridin-3-yl)-6-oxo-1,6-dihydropyrimidine-5-carboxamide